2-(2-(4-amino-7H-pyrrolo[2,3-d]pyrimidin-7-yl)acetyl)-N-(6-bromopyridin-2-yl)-2-azabicyclo[3.1.0]hexane-3-carboxamide NC=1C2=C(N=CN1)N(C=C2)CC(=O)N2C1CC1CC2C(=O)NC2=NC(=CC=C2)Br